C(C1=CC=CC=C1)OCCN1CCC(CC1)O 1-[2-(benzyloxy)ethyl]piperidin-4-ol